CC1=C(C=C(C=C1)NC(CC1=NC(=CC=C1)C(F)(F)F)=O)NC1=NC=CC=C1C1=C2N=CN(C2=NC=N1)C1OCCCC1 N-(4-methyl-3-(3-(9-(tetrahydro-2H-pyran-2-yl)-9H-purin-6-yl)pyridin-2-ylamino)phenyl)-2-(6-(trifluoromethyl)pyridin-2-yl)acetamide